N1(C=NC=C1)C=1C=CC(=C(C1)O)C=1SC(=NN1)N([C@@H]1[C@]2(CN([C@@](C1)(CC2)C)C)C)C 5-(1H-imidazol-1-yl)-2-(5-(methyl((1R,4R,5S)-1,2,4-trimethyl-2-azabicyclo[2.2.2]octan-5-yl)amino)-1,3,4-thiadiazol-2-yl)phenol